FC(C(=O)O)(F)F.FC(C(=O)O)(F)F.ClC1=CC(=C(COC2=NC=CC(=N2)N2C=C3C(=C2)CNC3)C=C1)F 5-(2-((4-chloro-2-fluorobenzyl)oxy)pyrimidin-4-yl)-1,2,3,5-tetrahydropyrrolo[3,4-c]pyrrole bis(2,2,2-trifluoroacetate)